COC1=CC(=CC2=C1N(C=N2)C)C(=O)[O-] 7-methoxy-1-methyl-1H-benzo[d]imidazole-5-carboxylate